[C@H]12[C@H](N(C[C@@H]2C1)C(=O)OC(C)(C)C)C(=O)OC 3-(t-butyl) 2-methyl (1S,2S,5R)-3-azabicyclo[3.1.0]hexane-2,3-dicarboxylate